ClC1=CC(=C(C(=C1)F)NC=1N(C2=NC(=NC=C2N1)N[C@@H]1C[C@@H](CCC1)O)C1CCC(CC1)(C(=O)N)C)F (1R,4s)-4-(8-(4-chloro-2,6-difluorophenylamino)-2-((1S,3R)-3-hydroxycyclohexylamino)-9H-purin-9-yl)-1-methylcyclohexanecarboxamide